(2,2-difluoroethyl)-2-(methylsulfinyl)-9-(tetrahydro-2H-pyran-4-yl)-7,9-dihydro-8H-purin-8-one FC(CN1C(N(C2=NC(=NC=C12)S(=O)C)C1CCOCC1)=O)F